(1S,3S)-3-((6-(5-chloro-3-(((cyclopentyl(methyl)carbamoyl)oxy)methyl)thiophen-2-yl)-2-Methylpyridin-3-yl)oxy)cyclohexane-1-carboxylic acid ClC1=CC(=C(S1)C1=CC=C(C(=N1)C)O[C@@H]1C[C@H](CCC1)C(=O)O)COC(N(C)C1CCCC1)=O